CC1=NN=C(N=N1)C=1C=CC(=C(C1)CN)C(F)(F)F [5-(6-methyl-1,2,4,5-tetrazin-3-yl)-2-(trifluoromethyl)phenyl]methylamine